(S*)-N5-(3,3-Diethoxypropyl)-N7,3-dimethyl-3-phenyl-2,3-dihydrobenzofuran-5,7-dicarboxamide C(C)OC(CCNC(=O)C=1C=C(C2=C([C@@](CO2)(C2=CC=CC=C2)C)C1)C(=O)NC)OCC |o1:14|